ClC1=CC=C(C=C1)C(N1CCN(CC1)CC=1C=C(C=CC1C(F)(F)F)N(CCN(C)C)C)C1=CC=C(C=C1)Cl N1-(3-((4-(bis(4-chlorophenyl)methyl)piperazin-1-yl)methyl)-4-(trifluoromethyl)phenyl)-N1,N2,N2-trimethylethan-1,2-diamine